toluenesulfonylmethacrylamide C(C1=CC=CC=C1)S(=O)(=O)C=C(C(=O)N)C